FC1=CC(=C(OC2=NC=C(C(=C2C(=O)NC2=CC(=CC=C2)SC)C)C(F)(F)F)C=C1)C 2-(4-fluoro-2-methyl-phenoxy)-4-methyl-N-(3-methylsulfanylphenyl)-5-(trifluoromethyl)pyridine-3-carboxamide